tert-butyl 4-{[(tert-butoxy)carbonyl] ({[methyl({[6-(trifluoromethoxy)-1,3-benzothiazol-2-yl]carbamoyl}methyl)carbamoyl]methyl})amino}piperidine-1-carboxylate C(C)(C)(C)OC(=O)N(C1CCN(CC1)C(=O)OC(C)(C)C)CC(N(CC(NC=1SC2=C(N1)C=CC(=C2)OC(F)(F)F)=O)C)=O